C(C1=CC=CC=C1)N1C2=CC=C(C=C2C=2C=CN=C(C12)C)NC(=S)NC1=CC=C(C=C1)C(F)(F)F 1-(9-Benzyl-1-methyl-beta-carbolin-6-yl)-3-(4-(trifluoromethyl)phenyl)thiourea